FC(C1=NN=C(O1)C=1C=CC(=NC1)CN1C(C2=CC(=CC=C2C(C1=O)(C)C)N1CCN(CC1)C(C)C)=O)F 2-((5-(5-(difluoromethyl)-1,3,4-oxadiazol-2-yl)pyridin-2-yl)methyl)-7-(4-isopropylpiperazin-1-yl)-4,4-dimethylisoquinoline-1,3(2H,4H)-dione